(S,E)-Methyl-7-(1-(2-(2-adamantylamino)-2-oxoethyl)-2-oxo-1,2-dihydropyridin-3-ylamino)-7-oxo-6-(pyridazin-4-carboxamido)hept-2-enoat COC(\C=C\CC[C@@H](C(=O)NC=1C(N(C=CC1)CC(=O)NC1C2CC3CC(CC1C3)C2)=O)NC(=O)C2=CN=NC=C2)=O